tert-butyl (2-(1-(3-((tert-butoxycarbonyl)amino)propoxy)ethyl)pyridin-4-yl)(1-(tert-butyl)-3-((1S,3R)-3-((tert-butyldimethylsilyl)oxy)cyclopentyl)-1H-pyrazol-5-yl)carbamate C(C)(C)(C)OC(=O)NCCCOC(C)C1=NC=CC(=C1)N(C(OC(C)(C)C)=O)C1=CC(=NN1C(C)(C)C)[C@@H]1C[C@@H](CC1)O[Si](C)(C)C(C)(C)C